C1(C=CC2=CC=CC=C12)N indenylamine